FC=1C=C(C(=NC1)[Sn](CCCC)(CCCC)CCCC)C 5-fluoro-3-methyl-2-(tributylstannyl)pyridine